C(CCCCCCCCCCCCCCC)OC(CCCCCCCCCCC\C=C/CCCCCCCC)=O Cetylerucat